1-[3-[[5-[2-(3-chlorophenoxy)pyrimidin-5-yl]-3-pyridyl]amino]azetidin-1-yl]prop-2-en-1-one ClC=1C=C(OC2=NC=C(C=N2)C=2C=C(C=NC2)NC2CN(C2)C(C=C)=O)C=CC1